4-chloro-3,6-difluoro-2-(4-iodo-1-methyl-1H-pyrazol-5-yl)benzonitrile ClC1=C(C(=C(C#N)C(=C1)F)C1=C(C=NN1C)I)F